IC1=CC=C(C=C1)C1=NNC=C1OC1=CC=C(C=C1)Cl 4-iodo-(4-chloro-phenyloxy)phenylpyrazole